C1(=CC=CC=C1)[BH3-].[Na+] Sodium Phenylborohydride